2,4,6-Tris(2,5-dicarboxyphenylamino)-1,3,5-triazine C(=O)(O)C1=C(C=C(C=C1)C(=O)O)NC1=NC(=NC(=N1)NC1=C(C=CC(=C1)C(=O)O)C(=O)O)NC1=C(C=CC(=C1)C(=O)O)C(=O)O